5-Amino-4-hydroxynaphthalene-1,3-disulfonic acid NC1=C2C(=C(C=C(C2=CC=C1)S(=O)(=O)O)S(=O)(=O)O)O